S1C=NC=C1C=1NC(C2=C(N1)NN=C2)=O 6-(thiazol-5-yl)-1H-pyrazolo[3,4-d]pyrimidin-4(5H)-one